[I-].[I-].C(C)C1(C(=C(C(=C1C)C)C)C)[Zr+2]C1C(=CC2=C(C=CC=C12)C1=CC=CC=C1)C (1-Ethyl-2,3,4,5-tetramethylcyclopentadienyl)(2-methyl-4-phenylindenyl)zirconium diiodide